CC=1C=CC=C2C(NC(NC12)C=1C=NNC1C1=CC=C(C=C1)C1=CC=C(C=C1)N1CCN(CC1)C)=O 8-Methyl-2-[5-[4-[4-(4-methylpiperazin-1-yl)phenyl]phenyl]-1H-pyrazol-4-yl]-2,3-dihydro-1H-quinazolin-4-one